tert-butyl (1S,5R)-1-(5-bromo-2-fluorophenyl)-4-(3-ethoxy-3-oxopropanoyl)-3-azabicyclo[3.1.0]hexane-3-carboxylate BrC=1C=CC(=C(C1)[C@]12CN(C([C@@H]2C1)C(CC(=O)OCC)=O)C(=O)OC(C)(C)C)F